zirconium (IV) tetrapropoxide [O-]CCC.[O-]CCC.[O-]CCC.[O-]CCC.[Zr+4]